(4-bromophenyl)-2,2,2-trifluoro-ethanone BrC1=CC=C(C=C1)C(C(F)(F)F)=O